(((S)-1-carboxy-5-(4-(iodo)benzamido)pentyl)carbamoyl)-L-glutamic acid C(=O)(O)[C@H](CCCCNC(C1=CC=C(C=C1)I)=O)NC(=O)N[C@@H](CCC(=O)O)C(=O)O